Methyl (Z)-1-(4-amino-2-fluorobut-2-en-1-yl)-4-(3-(N,N-diethylsulfamoyl)phenyl)-1H-Benzo[d]imidazole-6-carboxylate hydrochloride Cl.NC\C=C(\CN1C=NC2=C1C=C(C=C2C2=CC(=CC=C2)S(N(CC)CC)(=O)=O)C(=O)OC)/F